FC1=C(C=C(C=C1)NC(C=C)=O)C=1C=C2C(=CC=NC2=CC1)NC N-{4-fluoro-3-[4-(methylamino)quinolin-6-yl]phenyl}prop-2-enamide